C(CC(O)(C(=O)O)CC(=O)O)(=O)O.C(C1=CC=CC=C1)OCC1(CCN(CC1)CC1=CC2=C(NC(O2)=O)C=C1)CCC1=CC=CC=C1 6-((4-((benzyloxy)methyl)-4-phenethylpiperidin-1-yl)methyl)benzo[d]oxazol-2(3H)-one citrate